Isopropyl α-(Isopropoxycarbonyl)Oxyisobutyrate C(C)(C)OC(=O)OC(C(=O)OC(C)C)(C)C